C1(CC1)C=1NC2=C(C=CC(=C2C1C=O)F)F 2-CYCLOPROPYL-4,7-DIFLUORO-1H-INDOLE-3-CARBOXALDEHYDE